Cl.N[C@@H](C)C(=O)OCC1CCC1 cyclobutylmethyl L-alaninate HCl salt